tert-butyl 2-[2-[[4-[[5-chloro-4-[6-[(4-cyanotetrahydropyran-4-yl)methylamino]-2-pyridyl]-2-pyridyl]amino]cyclohexyl]amino]propoxy]acetate ClC=1C(=CC(=NC1)NC1CCC(CC1)NC(COCC(=O)OC(C)(C)C)C)C1=NC(=CC=C1)NCC1(CCOCC1)C#N